racemic-tert-butyl (3R*-4S*)-4-((5,7-dimethyl-1-tosyl-1H-indol-4-yl)oxy)-3-(4-(methoxycarbonyl)phenyl)piperidine-1-carboxylate CC=1C(=C2C=CN(C2=C(C1)C)S(=O)(=O)C1=CC=C(C)C=C1)O[C@@H]1[C@@H](CN(CC1)C(=O)OC(C)(C)C)C1=CC=C(C=C1)C(=O)OC |r|